OC1=CC=CC=2OC3=CC=CC=C3C(C12)=O hydroxy-xanthone